tert-butyl isopentyl(methyl)carbamate C(CC(C)C)N(C(OC(C)(C)C)=O)C